7-(6-Dimethylphosphoryl-3-pyridinyl)-5-(4-fluorophenyl)-6-tetrahydropyran-4-yl-1H-pyrrolo[2,3-f]indazole CP(=O)(C)C1=CC=C(C=N1)C1=C(N(C=2C=C3C=NNC3=CC21)C2=CC=C(C=C2)F)C2CCOCC2